N1,N4-bis(2-(2-(2-(3-(6,8-dichloro-2-methyl-1,2,3,4-tetrahydroisoquinolin-4-yl)phenylsulfonamido)ethoxy)ethoxy)ethyl)terephthalamide ClC=1C=C2C(CN(CC2=C(C1)Cl)C)C=1C=C(C=CC1)S(=O)(=O)NCCOCCOCCNC(C1=CC=C(C(=O)NCCOCCOCCNS(=O)(=O)C2=CC(=CC=C2)C2CN(CC3=C(C=C(C=C23)Cl)Cl)C)C=C1)=O